Cl.ClC1=CC2=C(N=N1)N(C=C2)C[C@H]2[C@@H](CNCC2)F Trans-4-({3-chloro-7H-pyrrolo[2,3-c]pyridazin-7-yl}methyl)-3-fluoropiperidine hydrochloride